2,N4-dibenzyl-6-(2-tetrahydrofuranyl)-1,2,4-triazine-3,5(2H,4H)-dione C(C1=CC=CC=C1)N1N=C(C(N(C1=O)CC1=CC=CC=C1)=O)C1OCCC1